COC(C(=CCP(OCC)OCC)C)OC 2-methyl-4-diethoxyphosphino-2-butenealdehyde dimethyl acetal